FC1(CN(CC[C@H]1NC1=NN2C(C(=N1)OC)=C(C(=C2)F)C=2C=CC1=C(N(N=N1)C[C@H](C)F)C2)S(=O)(=O)C)F N-((R)-3,3-difluoro-1-(methylsulfonyl)piperidin-4-yl)-6-fluoro-5-(1-((S)-2-fluoropropyl)-1H-benzo[d][1,2,3]triazol-6-yl)-4-methoxypyrrolo[2,1-f][1,2,4]triazin-2-amine